ClC1=NN(C=N1)CC1=CC=C(C=C1)F 3-chloro-1-(4-fluorobenzyl)-1H-1,2,4-triazole